2-(6-chloro-5-(phenylsulfonylamino)pyridin-3-yl)-1H-indole-1-carboxylic acid tert-butyl ester C(C)(C)(C)OC(=O)N1C(=CC2=CC=CC=C12)C=1C=NC(=C(C1)NS(=O)(=O)C1=CC=CC=C1)Cl